NCCC1=C(NC2=CC=C3C(=C12)OC=C3)C(=O)O 8-(2-aminoethyl)-6H-furo[2,3-e]indole-7-carboxylic acid